1-methoxymethyl-2-methylpyrazolium COC[N+]=1N(C=CC1)C